(-)-Menthylacetat C1(CC(C(CC1)C(C)C)CC(=O)[O-])C